(3R)-1-[(4S)-7-(3,5-dimethylisoxazol-4-yl)-4-pyridin-2-yl-4,5-dihydroimidazo[1,5,4-de][1,4]benzoxazin-2-yl]-N-methylpyrrolidine-3-carboxamide CC1=NOC(=C1C1=CC=C2C=3N([C@H](COC31)C3=NC=CC=C3)C(=N2)N2C[C@@H](CC2)C(=O)NC)C